methyl 2-(4-bromo-5-methyl-2-nitrophenyl)acetate BrC1=CC(=C(C=C1C)CC(=O)OC)[N+](=O)[O-]